Cl.N1=CNC2=NC=C(C=C21)C(=O)N 3H-imidazo[4,5-b]pyridine-6-carboxamide hydrochloride